(R)-4-(1-(5-chloropyridin-2-yl)-2,2,2-trifluoroethyl)piperidin-4-ol ClC=1C=CC(=NC1)[C@@H](C(F)(F)F)C1(CCNCC1)O